methane-d4 heptadecan-9-yl-6-{4-(2-hydroxyethyl)-6-[5-(1-octylnonyl-oxycarbonyl)pentyl]-2-morpholinyl}hexanoate CCCCCCCCC(CCCCCCCC)OC(CCCCCC1CN(CC(O1)CCCCCC(=O)OC(CCCCCCCC)CCCCCCCC)CCO)=O.C([2H])([2H])([2H])[2H]